NC1=C(NC2=CC=C(C(=N2)NC2=CC=CC=C2)C(C)=O)C=CC(=C1)OCCN1CCOCC1 1-[6-[2-amino-4-(2-morpholinoethoxy)anilino]-2-anilino-3-pyridinyl]ethanone